CC1=NOC(=C1C=1C(=CC=2C3=C(C=NC2C1)NC(N3[C@H](C)C3=NC=CC=C3)=O)OC)C 7-(3,5-Dimethylisoxazol-4-yl)-8-methoxy-1-((R)-1-(pyridin-2-yl)ethyl)-1H-imidazo[4,5-c]quinolin-2(3H)-one